ethyl 4-ethoxypentanoate C(C)OC(CCC(=O)OCC)C